CSC1=NC2=C(N1)C=CC=C2 2-(methylthio)-1H-benzimidazole